ClC1=CC(=C(C=C1)C1CC2(C1)CN(CC2)C(=O)N2CC1(C2)CC(C1)C1=NN=C(N1)C1CC1)F [2-(4-chloro-2-fluoro-phenyl)-6-azaspiro[3.4]octan-6-yl]-[6-(5-cyclopropyl-4H-1,2,4-triazol-3-yl)-2-azaspiro[3.3]heptan-2-yl]methanone